C(C)(=O)N1CCC(CC1)C=1OC2=C(C(=C(C=C2C(C1)=O)F)N)[N+](=O)[O-] 2-(1-acetylpiperidin-4-yl)-7-amino-6-fluoro-8-nitro-4H-chromen-4-one